ClC1=CC=C(C=N1)S(=O)(=O)N1CC(C(CC1)C(=O)N)(C)C 1-((6-chloropyridin-3-yl)sulfonyl)-3,3-dimethylpiperidine-4-carboxamide